2-{(5S)-3-[2-(1-{[3,5-bis(difluoromethyl)-1H-pyrazole-1-yl]acetyl}piperidin-4-yl)-1,3-thiazol-4-yl]-4,5-dihydro-1,2-oxazol-5-yl}-3-chlorophenyl methanesulfonate CS(=O)(=O)OC1=C(C(=CC=C1)Cl)[C@@H]1CC(=NO1)C=1N=C(SC1)C1CCN(CC1)C(CN1N=C(C=C1C(F)F)C(F)F)=O